N1(N=CN=C1)CC=1N=NN(C1)CCCCC1=CC=CC=C1 4-((1H-1,2,4-triazol-1-yl)methyl)-1-(4-phenylbutyl)-1H-1,2,3-triazole